FC(C=1C=CC=2N(N1)C(=CN2)C2=CC(=NC=N2)N2CC(CCC2)CN(S(=O)(=O)C)C)F N-((1-(6-(6-(Difluoromethyl)imidazo[1,2-b]pyridazin-3-yl)pyrimidin-4-yl)piperidin-3-yl)methyl)-N-methylmethanesulfonamide